3-Ethyl-2-(2-methylpyridin-4-yl)-5-(pyrrolidin-2-ylmethyl)-1H-indol C(C)C1=C(NC2=CC=C(C=C12)CC1NCCC1)C1=CC(=NC=C1)C